tert-Butyl 2-methoxy-3-(methylamino)-7,8-dihydro-1,6-naphthyridine-6(5H)-carboxylate COC1=NC=2CCN(CC2C=C1NC)C(=O)OC(C)(C)C